3a-hydroxymethyl-1-isopropenyl-5a,5b,8,8,11a-pentamethyl-icosahydro-cyclopenta[a]chrysen-9-ol OCC12C(C3CCC4C5(CCC(C(C5CCC4(C3(CC1)C)C)(C)C)O)C)C(CC2)C(=C)C